cyclopropyl(6-hydroxy-3,4-dihydro-2,7-naphthyridin-2(1H)-yl)methanone C1(CC1)C(=O)N1CC2=CN=C(C=C2CC1)O